N1(CCCCC1)C(=O)C=1C=C2C(=NC1)N(C=C2)S(=O)(=O)CC2=CC=CC=C2 piperidin-1-yl-(1-toluenesulfonyl-1H-pyrrolo[2,3-b]pyridin-5-yl)methanone